2-chloro-5-fluoro-3-nitro-pyridin-4-amine ClC1=NC=C(C(=C1[N+](=O)[O-])N)F